NC1=NC=C(C2=C1C=NN2)NC(C(=O)N2[C@H](CC[C@@H](C2)C)C=2C=CC1=C(N=CS1)C2)=O N-(4-amino-1H-pyrazolo[4,3-c]pyridin-7-yl)-2-((2R,5S)-2-(benzo[d]thiazol-5-yl)-5-methylpiperidin-1-yl)-2-oxoacetamide